5-(2,5-Dioxotetrahydro-3-furanyl)-7-methyl-3a,4,5,7a-tetrahydro-2-benzofuran-1,3-dione O=C1OC(CC1C1CC2C(C(OC2=O)=O)C(=C1)C)=O